2'-O-methylguanosine-3'-phosphate P(=O)(O)(O)O[C@H]1[C@H]([C@@H](O[C@@H]1CO)N1C=NC=2C(=O)NC(N)=NC12)OC